ClC1=NC=NC2=CC(=CC=C12)Cl 4,7-dichloroquinazoline